C1=CC=CC=2C3=CC=CC=C3N(C12)C=1C=C(C=CC1)C1=NC2=CC=CC=C2C=C1 2-(3-(9-carbazolyl)phenyl)quinoline